3-(dimethylamino)propyl (1-hydroxydecan-4-yl) carbonate C(OCCCN(C)C)(OC(CCCO)CCCCCC)=O